1-(2,4-difluorophenyl)-6-[3-(oxetan-3-yl)-3-azabicyclo[3.1.1]heptan-6-yl]pyrazolo[3,4-d]pyrimidin-4-ol FC1=C(C=CC(=C1)F)N1N=CC=2C1=NC(=NC2O)C2C1CN(CC2C1)C1COC1